N-(7-azaspiro[3.5]nonan-2-yl)-4-[[(7R)-8-cyclopentyl-7-ethyl-5-methyl-6-oxo-7H-pteridin-2-yl]amino]-3-methoxy-benzamide C1C(CC12CCNCC2)NC(C2=CC(=C(C=C2)NC2=NC=1N([C@@H](C(N(C1C=N2)C)=O)CC)C2CCCC2)OC)=O